methyl (S)-2-(3,5-difluoro-4-(7-methyl-3-(morpholin-2-ylmethyl)imidazo[1,2-a]pyridin-2-yl)phenyl)oxazole-4-carboxylate FC=1C=C(C=C(C1C=1N=C2N(C=CC(=C2)C)C1C[C@H]1CNCCO1)F)C=1OC=C(N1)C(=O)OC